6-Formyl-indolo[3,2-b]carbazole C(=O)C=1C=2C(=CC3=NC4=CC=CC=C4C13)C1=CC=CC=C1N2